Acetyl-DL-Carnitine CC(=O)OC(CC(=O)[O-])C[N+](C)(C)C